2-hydroxy-1-((1s,3s)-3-((5-(2-oxopyrrolidin-1-yl)pyridin-2-yl)amino)cyclopentyl)guanidine ON=C(N[C@@H]1C[C@H](CC1)NC1=NC=C(C=C1)N1C(CCC1)=O)N